boc-aminopentan phenyl-phosphite C1(=CC=CC=C1)OP(O)O.C(=O)(OC(C)(C)C)C(CCCC)N